OC(C(=O)N1CC2=C(N=C(NC2=O)C2(CC2)C2=CC=CC=C2)CC1)C=1C=C(C=CC1)C1=CC=C(C=C1)C(F)(F)F 6-(2-hydroxy-2-(4'-(trifluoromethyl)-[1,1'-biphenyl]-3-yl)acetyl)-2-(1-phenylcyclopropyl)-5,6,7,8-tetrahydropyrido[4,3-d]pyrimidin-4(3H)-one